[4-(4-chlorophenyl)-1H-pyrrol-2-yl](3,4,5-trimethoxyphenyl)methanone ClC1=CC=C(C=C1)C=1C=C(NC1)C(=O)C1=CC(=C(C(=C1)OC)OC)OC